2-(3-fluoro-5-hydroxyphenyl)-4-[(3-methoxyphenyl)sulfonyl]-1-phenyl-6-(pyridin-2-ylamino)-1,2-dihydro-3H-indazol-3-one FC=1C=C(C=C(C1)O)N1N(C2=CC(=CC(=C2C1=O)S(=O)(=O)C1=CC(=CC=C1)OC)NC1=NC=CC=C1)C1=CC=CC=C1